Cl.C1(=CC=CC=C1)C=1N=C(C2=C(C=NNC2=O)N1)NC=1C=NN(C1)CCN1CCNCC1 2-phenyl-4-((1-(2-(piperazin-1-yl)ethyl)-1H-pyrazol-4-yl)amino)pyrimido[4,5-d]pyridazin-5(6H)-one hydrochloride